4-(2-chloro-8-oxo-7,8-dihydro-9H-purin-9-yl)piperidine-1-carboxylic acid tert-butyl ester C(C)(C)(C)OC(=O)N1CCC(CC1)N1C2=NC(=NC=C2NC1=O)Cl